NCC1=C(N=C(S1)C1=CC(=NN1CC)C)C1=NC(=CC2=C1C=NN2C)C(=O)N 4-[5-(aminomethyl)-2-(1-ethyl-3-methyl-1H-pyrazol-5-yl)-1,3-thiazol-4-yl]-1-methyl-1H-pyrazolo[4,3-c]pyridine-6-carboxamide